Methyl MethaneDisulfonate C(S(=O)(=O)OC)S(=O)(=O)[O-]